O=C(NCCOCCOCCOCCNC(OC(C)(C)C)=O)CCCC1=CC=CC=C1 tert-butyl (13-oxo-16-phenyl-3,6,9-trioxa-12-azahexadecyl)carbamate